N-(2-chloro-4-cyclopropylpyridin-3-yl)-2-isopropylpyrimidine-5-carboxamide ClC1=NC=CC(=C1NC(=O)C=1C=NC(=NC1)C(C)C)C1CC1